C(C)(C)(C)N1CC(C(CC1)=O)F (tert-butyl)-3-fluoropiperidin-4-one